FC1=CC=C(C=C1)N1N=CC2=CC(=CC=C12)C1(CCN(CC1)S(=O)(=O)C=1C=NN(C1)CCC)C(=O)N1CCCC1 (4-(1-(4-fluorophenyl)-1H-indazol-5-yl)-1-((1-propyl-1H-pyrazol-4-yl)sulfonyl)piperidin-4-yl)(pyrrolidin-1-yl)methanone